C(CCC)C(CC(COP(=O)(O)O)N1CCC(CC1)N(CCCCCC)CCCCCC)CCCCCC.C(C(C([2H])([2H])[2H])(C([2H])([2H])C1=C(C(=NC=C1)C1=NC=CC=C1)C1=CC=CC=C1)[2H])([2H])([2H])[2H] (isobutyl-d9)phenylbipyridine 2-butyloctyl-(2-(4-(dihexylamino)piperidin-1-yl)ethyl)hydrogenphosphate